4-[3H3]Methoxy-N-[4-(4-pyridin-2-ylpiperazin-1-yl)phenyl]benzamide C(OC1=CC=C(C(=O)NC2=CC=C(C=C2)N2CCN(CC2)C2=NC=CC=C2)C=C1)([3H])([3H])[3H]